dimethyl-diepoxyethane [1-[[2,6-dimethoxy-4-(6-methyl-7-oxo-1H-pyrazolo[3,4-c]pyridin-4-yl)phenyl]methyl]-4-piperidyl]4-[4-[(2,6-dioxo-3-piperidyl)amino]phenyl]piperidine-1-carboxylate COC1=C(C(=CC(=C1)C=1C2=C(C(N(C1)C)=O)NN=C2)OC)CN2CCC(CC2)OC(=O)N2CCC(CC2)C2=CC=C(C=C2)NC2C(NC(CC2)=O)=O.CC21C(O2)(O1)C